N=1N(N=CC1)C1=NC=CC=C1C(=O)N1[C@@H]2[C@@H](C[C@H](C1)C2)NC2=NC=C(N=C2)C(F)(F)F (2-(2H-1,2,3-triazol-2-yl)pyridin-3-yl)((1S,4S,6R)-6-((5-(trifluoromethyl)pyrazin-2-yl)amino)-2-azabicyclo[2.2.1]heptan-2-yl)methanone